ethyl 2-cyclopropyl-2-(2-methylhydrazineyl)acetate 2,2,2-trifluoroacetate FC(C(=O)O)(F)F.C1(CC1)C(C(=O)OCC)NNC